1,1-bis(4-hydroxyphenyl)-3,3,5-trimethyl-cyclopentane OC1=CC=C(C=C1)C1(CC(CC1C)(C)C)C1=CC=C(C=C1)O